BrC1=C(C=C(C(=O)N(C)C(C)C2=NNC(C3=CC(=C(C=C23)F)F)=O)C=C1)F 4-Bromo-N-(1-(6,7-difluoro-4-oxo-3,4-dihydrophthalazin-1-yl)ethyl)-3-fluoro-N-methylbenzamide